CCCCCCCCCCCCCCCCCC methyl-n-heptadecane